C1(=CC=CC=C1)S(=O)(=O)C=1C=C(C=C(C1)N1C2=CC=CC=C2C=2C=CC=CC12)N1C2=CC=CC=C2C=2C=CC=CC12 9,9'-(5-(phenylsulfonyl)-1,3-phenylene)-bis(9H-carbazole)